CC1N(CC1)C(=O)O[C@H]1C[C@H](CC1)C1=CC(=NN1)NC(CC1=CC(=NO1)C)=O (1R,3S)-3-(3-{[(3-methyl-1,2-oxazol-5-yl)acetyl]-amino}-1H-pyrazol-5-yl)-cyclopentyl (2ξ)-2-meth-ylazetidine-1-carboxylate